3-(2,4-dichlorophenyl)-1-propene ClC1=C(C=CC(=C1)Cl)CC=C